NC1=CC=C(C(=O)N[C@H](C(=O)O)CCC(=O)O)C=C1 (2S)-2-(4-aminobenzamido)pentanedioic acid